NC=1C=2N(C=CN1)C(=NC2C=2NC1=CC(=CC=C1C2)C(=O)OC)C(C)C Methyl 2-(8-amino-3-isopropylimidazo[1,5-a]pyrazin-1-yl)-1H-indole-6-carboxylate